N1=C(C=CC=C1)N1C2=CC=CC=C2OC=2C=CC=CC12 10-(pyridine-2-yl)-10H-phenoxazine